(S)-3-ethyl-6-(1-methyl-3,4-dihydroisoquinolin-2(1H)-yl)pyrimidine-2,4(1H,3H)-dione C(C)N1C(NC(=CC1=O)N1[C@H](C2=CC=CC=C2CC1)C)=O